C(C)(C)C1CC(C1)C(=O)O 3-isopropylcyclobutane-1-carboxylic acid